8-(3-Cyclopropyl-1,2,4-oxadiazol-5-yl)-8-azabicyclo[3.2.1]octane-3-carboxylic acid C1(CC1)C1=NOC(=N1)N1C2CC(CC1CC2)C(=O)O